(R)-6-(2-(1-cyclopropyl-1H-pyrazol-4-yl)morpholino)-2,3-dimethyl-8-(6-(trifluoromethyl)pyridin-3-yl)pyrimido[5,4-d]pyrimidin-4(3H)-one C1(CC1)N1N=CC(=C1)[C@H]1OCCN(C1)C=1N=C(C=2N=C(N(C(C2N1)=O)C)C)C=1C=NC(=CC1)C(F)(F)F